BrC=1C=C(C=CC1F)S(=O)(C(F)(F)F)=N (3-Bromo-4-fluorophenyl)(imino)(trifluoromethyl)-λ6-sulfanone